(1S,3R,4S)-N-((S)-1-cyano-2-((R)-2-oxopiperidin-3-yl)ethyl)-2-((R)-3-cyclopropyl-2-((1-methyl-1H-pyrazol-4-yl)amino)propanoyl)-5,5-difluoro-2-azabicyclo[2.2.2]octane-3-carboxamide C(#N)[C@H](C[C@@H]1C(NCCC1)=O)NC(=O)[C@@H]1N([C@@H]2CC([C@H]1CC2)(F)F)C([C@@H](CC2CC2)NC=2C=NN(C2)C)=O